C(C(=C)C)(=O)CCOC(=O)CCC(C(=C)C)=O bis(methacryloylethyl)carboxylic acid